C(C)NC1=CC2=C(C(N(CC23CC3)CC(=O)O)=O)S1 2-(2'-(Ethylamino)-7'-oxo-5'H-spiro[cyclopropane-1,4'-thieno[2,3-c]pyridin]-6'(7'H)-yl)acetic acid